O=C1NC(CCC1N1C(C2=CC=C(C=C2C1=O)N1C2CN(C(C1)C2)CC2CCN(CC2)C2=CC=C(N=N2)C2=CC=C1CNC(C1=C2)=O)=O)=O 6-(6-(4-((5-(2-(2,6-dioxopiperidin-3-yl)-1,3-dioxoisoindoline-5-yl)-2,5-diazabicyclo[2.2.1]heptane-2-yl)methyl)piperidin-1-yl)pyridazin-3-yl)-1-oxoisoindoline